S1CCCCC1.[He] helium Thian